7-acryloyl-2-phenyl-N-(pyridin-3-ylmethyl)-5,6,7,8-tetrahydropyrido[3,4-d]pyrimidine-4-carboxamide C(C=C)(=O)N1CC=2N=C(N=C(C2CC1)C(=O)NCC=1C=NC=CC1)C1=CC=CC=C1